BrC=1C=C(C(=C(C1)N1CCN(CC1)C(=O)OC(C)(C)C)[N+](=O)[O-])NC=1SC(=NN1)C(F)F tert-butyl 4-(5-bromo-3-((5-(difluoromethyl)-1,3,4-thiadiazol-2-yl)amino)-2-nitrophenyl)piperazine-1-carboxylate